(R,Z)-N-(4-((4-([1,2,4]triazolo[1,5-a]pyridine-7-yloxy)-3-methylphenyl)amino)-7-ethoxyquinazolin-6-yl)-2-fluoro-3-(1-methylpyrrol-2-yl)acrylamide N=1C=NN2C1C=C(C=C2)OC2=C(C=C(C=C2)NC2=NC=NC1=CC(=C(C=C21)NC(/C(=C/C=2N(C=CC2)C)/F)=O)OCC)C